propargylbromide C(C#C)Br